tetradecyltrihexylHexadecyl-tributylBis(triphenylphosphoranylidene)ammonium C(CCCCCCCCCCCCC)C(CCC(CCCCCC)(CCCCCC)CCCCCC)(C1=C(C=CC(=C1CCCC)CCCC)P(C1=CC=CC=C1)(C1=CC=CC=C1)=[N+]=P(C1=CC=CC=C1)(C1=CC=CC=C1)C1=CC=CC=C1)CCCCCCCCCCCCCCCC